C([C@@H](C)O)O (2R)-propane-1,2-diol